ethyl 5-bromo-1-(4-methoxybenzyl)-1H-pyrazole-4-carboxylate BrC1=C(C=NN1CC1=CC=C(C=C1)OC)C(=O)OCC